OC=1C=CC2=C(NC=3N(CC2)N=C(C3C#N)C3=CC=C(C=C3)OC3=CC=CC=C3)C1 6-hydroxy-2-(4-phenoxyphenyl)-9,10-dihydro-4H-benzo[d]pyrazolo[1,5-a][1,3]diazepine-3-carbonitrile